FC1(OC=2C(=C3C4(CN(C3=CC2)S(=O)(=O)C(F)(F)F)CC4)O1)F 2',2'-difluoro-6'-((trifluoromethyl)sulfonyl)-6',7'-dihydrospiro[cyclopropane-1,8'-[1,3]dioxolo[4,5-e]indole]